CN1C=C2C=3C=C(C=NC3N(C2=N1)C1=CC=C(C=C1)C(F)(F)F)C(=O)O 4-methyl-7-[4-(trifluoromethyl)phenyl]-4,5,7,9-tetraazatricyclo[6.4.0.02,6]dodeca-1(8),2,5,9,11-pentaene-11-carboxylic acid